1-ethyl-3-methyl-3-(2,3,4-trifluorophenoxy)azetidine C(C)N1CC(C1)(OC1=C(C(=C(C=C1)F)F)F)C